(3R,4R)-4-amino-3-hydroxytetrahydropyran hydrochloride Cl.N[C@H]1[C@H](COCC1)O